4-(methanesulphonyloxymethyl)-1-methanesulphonylpiperidine CS(=O)(=O)OCC1CCN(CC1)S(=O)(=O)C